C1(CC1)N1N=CC(=C1)CO 1-cyclopropyl-4-(hydroxymethyl)pyrazole